Salicylic acid copper salt [Cu+2].C(C=1C(O)=CC=CC1)(=O)[O-].C(C=1C(O)=CC=CC1)(=O)[O-]